2,8-Dichlorotricyclo[8.2.2.24,7]hexadeca-1(12),4,6,10,13,15-hexaene ClC1C2=CC=C(CC(C3=CC=C(C1)C=C3)Cl)C=C2